3-(cyclopropylmethyl)-6-(hydroxymethyl)-2-iminooctanoic acid C1(CC1)CC(C(C(=O)O)=N)CCC(CC)CO